6-{5-chloro-2-[(oxan-4-yl)amino]pyrimidin-4-yl}-2-(2-oxo-2-{5H,6H,7H,8H,9H-pyrimido[4,5-d]azepin-7-yl}ethyl)-2,3-dihydro-1H-isoindol-1-one ClC=1C(=NC(=NC1)NC1CCOCC1)C1=CC=C2CN(C(C2=C1)=O)CC(N1CCC2=C(CC1)C=NC=N2)=O